[N+](=O)([O-])C=1C=C(C=CC1NCC1CCOCC1)S(=O)(=O)C1=C(C(=O)N)C=CC=C1 (3-nitro-4-(((tetrahydro-2H-pyran-4-yl)methyl)amino)phenyl-sulfonyl)benzamide